C(C1=CC=CC=C1)N1C(OC[C@H]1C(O)O)=O (S)-3-benzyl-4-(dihydroxymethyl)oxazolidin-2-one